C1(=CC=CC=C1)P(C1=CC=CC=C1)C(C(C)P(C1=CC=CC=C1)C1=CC=CC=C1)C Bis(diphenylphosphino)-butan